C(C)(C)(C)OC(=O)N1CC=2C(CC1)=NN(C2C2=C(C=C(C(=C2)F)N)F)C2=C(C=CC=C2CC)CC 3-(4-amino-2,5-difluorophenyl)-2-(2,6-diethylphenyl)-2,4,6,7-tetrahydro-5H-pyrazolo[4,3-c]pyridine-5-carboxylic acid tert-butyl ester